(2R)-2-isopropyl-3,6-dimethoxy-2,5-dihydropyrazine C(C)(C)[C@H]1N=C(CN=C1OC)OC